L-glutamic acid diacetic acid tetrasodium salt [Na+].[Na+].[Na+].[Na+].C(CN([C@@H](CCC(=O)[O-])C(=O)[O-])CC(=O)[O-])(=O)[O-]